(2-(difluoromethyl)-7-(thiazol-2-yl)quinolin-5-yl)cyclopropane-1-amine FC(C1=NC2=CC(=CC(=C2C=C1)C1(CC1)N)C=1SC=CN1)F